2-Fluoromalonic acid monobenzyl ester C(C1=CC=CC=C1)OC(C(C(=O)O)F)=O